(R)-(1,3-dimethyl-azetidin-3-yl)-(4-ethyl-phenyl)-(5-pyrrolidin-1-yl-pyridin-3-yl)-methanol CN1CC(C1)(C)[C@@](O)(C=1C=NC=C(C1)N1CCCC1)C1=CC=C(C=C1)CC